CC1=NN(C=C1C=O)COCC[Si](C)(C)C 3-methyl-1-((2-(trimethylsilyl)ethoxy)methyl)-1H-pyrazole-4-carbaldehyde